FC(C(=O)N)C(=O)N fluoromalonamide